methyl (S)-2-((tert-butoxycarbonyl)amino)-3-(1-hydroxy-1,2-dihydrobenzo[d][1,2,3]diazaborinin-5-yl)propanoate C(C)(C)(C)OC(=O)N[C@H](C(=O)OC)CC1=CC=CC=2B(NN=CC21)O